N1=CN=C2NC=NC2=C1C=1C(=NC=CC1)NC=1C=C(C=CC1F)NC(C1=CC(=CC=C1)C(C)(C)C#N)=O N-(3-(3-(9H-purin-6-yl)pyridin-2-ylamino)-4-fluorophenyl)-3-(2-cyanopropan-2-yl)benzamide